C(C)(=O)NC1=CC(=CC=C1)C acetyl-meta-toluidine